N[C@@H](C(C)C)C(=O)O.N[C@@H](C(C)C)C(=O)O.[Mn+2] manganese (II) bis-L-valine